C1(=CC(=CC=C1)C[C@@H]1N(CC2(CC2)[C@@H]1NS(=O)(=O)C)C([C@@H](C(F)(F)F)O)=O)C1=CC=CC=C1 N-((6S,7S)-6-([1,1'-biphenyl]-3-ylmethyl)-5-((S)-3,3,3-trifluoro-2-hydroxypropanoyl)-5-azaspiro[2.4]heptan-7-yl)methanesulfonamide